3-Chloro-7-(2,3-dichlorophenyl)-N-[(4S)-3,4-dihydro-2H-chromen-4-yl]-1-benzothiophene-2-carboxamide ClC1=C(SC2=C1C=CC=C2C2=C(C(=CC=C2)Cl)Cl)C(=O)N[C@H]2CCOC1=CC=CC=C21